(phenoxy)phosphinyl chloride O(C1=CC=CC=C1)P(=O)Cl